CC=1C(=CN(C(C1C)=O)CCC)C1=CC(=C(C(=C1)OC)CC=O)F 2-(4-(4,5-dimethyl-6-oxo-1-propyl-1,6-dihydropyridin-3-yl)-2-fluoro-6-methoxyphenyl)acetaldehyde